(5R)-5-((1H-1,2,3-triazol-1-yl)methyl)-3-(4-(3-oxa-8-aza-bicyclo[3.2.1]oct-8-yl)-3,5-difluorophenyl)oxazolidin-2-one N1(N=NC=C1)C[C@H]1CN(C(O1)=O)C1=CC(=C(C(=C1)F)N1C2COCC1CC2)F